C(C)(C)(C)NS(=O)(=O)C1=C(C=CC(=C1)O)C1=CN=C(S1)[C@@H]1CC[C@H](CC1)NC(OC(C)C)=O isopropyl (trans-4-(5-(2-(N-(tert-butyl)sulfamoyl)-4-hydroxy phenyl)thiazol-2-yl)cyclohexyl)carbamate